N-((1R,2R)-2-hydroxycyclopentyl)-5-((2-methoxypyridin-3-yl)amino)-7-(methylamino)pyrazolo[1,5-a]pyrimidine-3-carboxamide O[C@H]1[C@@H](CCC1)NC(=O)C=1C=NN2C1N=C(C=C2NC)NC=2C(=NC=CC2)OC